N1=C(C(=NC2=C1C=1N=C(C(=NC1C1=C2N=C(C(=N1)C#N)C#N)C#N)C#N)C#N)C#N Dipyrazino[2,3-f:2',3'-h]quinoxaline-2,3,6,7,10,11-hexacarbonitril